2-((3-methyl-2-(trifluoromethyl)pyridin-4-yl)methoxy)-5-(4-(trifluoromethyl)-1H-pyrrol-2-yl)pyridin-4-ol CC=1C(=NC=CC1COC1=NC=C(C(=C1)O)C=1NC=C(C1)C(F)(F)F)C(F)(F)F